N1N=C(C=C1)CN1N=CC2=C(C1=O)N(C1=C2SC(=N1)CC=1N=C(SC1)CO)C 6-((1H-pyrazol-3-yl)methyl)-2-((2-(hydroxymethyl)thiazol-4-yl)methyl)-4-methyl-4H-thiazolo[5',4':4,5]pyrrolo[2,3-d]pyridazin-5(6H)-one